FC1=C(C(=NC(=N1)C1=CC(=NC(=C1)Cl)Cl)OC)C(F)(F)F 6-fluoro-4-methoxy-2-(2,6-dichloro-4-pyridyl)-5-trifluoromethylpyrimidine